4-(5-((5-(8-cyanoquinolin-5-yl)-3-methyl-5,6-dihydropyrrolo[3,4-c]pyrazol-1(4H)-yl)methyl)pyridin-2-yl)piperazine-1-carboxylic acid C(#N)C=1C=CC(=C2C=CC=NC12)N1CC=2N(N=C(C2C1)C)CC=1C=CC(=NC1)N1CCN(CC1)C(=O)O